NC1=C(C(=O)N)C=C(C=C1)CCl 2-amino-5-chloromethyl-benzamide